N-(3-((2-((2-ethyl-4-(hexahydropyrrolo[1,2-a]pyrazin-2(1H)-yl)phenyl)amino)-5-(trifluoromethyl)pyrimidin-4-yl)amino)propyl)-N-methylcyclobutanecarboxamide C(C)C1=C(C=CC(=C1)N1CC2N(CC1)CCC2)NC2=NC=C(C(=N2)NCCCN(C(=O)C2CCC2)C)C(F)(F)F